C1(CC1)CN1N=C(C(=C1)CC1=CC(=NN1C1=C(C=C(C=C1)F)C(C)=O)C)C 1-(2-(5-((1-(cyclopropylmethyl)-3-methyl-1H-pyrazol-4-yl)methyl)-3-methyl-1H-pyrazol-1-yl)-5-fluorophenyl)ethan-1-one